C(C)(C)(C)N(C(O)=O)CC1=CC=2NC3=CC(=C(C=C3C2C=C1)F)F.C1(=CC=C2C=CC3=CC=CC4=CC=C1C2=C34)C=[N+]=[N-] 1-pyrenyl-diazomethane tert-butyl-((6,7-difluoro-9H-carbazol-2-yl)methyl)carbamate